3-(pyrimido[6',1':2,3]imidazo[4,5-c][2,6]naphthyridin-5-ylamino)phenol C1=C2C3=C(N=C(C2=CC=N1)NC=1C=C(C=CC1)O)N1C(=N3)C=CN=C1